FC(C[C@H](C)NC(O[C@H]1CO[C@H](C1)C=1C=NC(=NC1)NC1=CC=C(C=C1)S(N)(=O)=O)=O)(F)F (3R,5R)-5-{2-[(4-sulfamoylphenyl)amino]pyrimidin-5-yl}oxolan-3-yl N-[(2S)-4,4,4-trifluorobutan-2-yl]carbamate